7-(4-aminobicyclo[2.2.2]oct-1-yl)-6-ethynyl-5-(quinolin-3-yl)-7H-pyrrolo[2,3-d]pyrimidin-4-amine NC12CCC(CC1)(CC2)N2C(=C(C1=C2N=CN=C1N)C=1C=NC2=CC=CC=C2C1)C#C